NCC1N(CC2(C1)CCN(CC2)C(=O)OC(C)(C)C)C(=O)OCC2=CC=CC=C2 2-benzyl 8-tert-butyl 3-(aminomethyl)-2,8-diazaspiro[4.5]decane-2,8-dicarboxylate